cis-tert-butyl (S)-(3-((1-(4-fluorophenyl)-1,2,3,4-tetrahydroisoquinoline-2-carboxamido)methyl)cyclobutyl)carbamate FC1=CC=C(C=C1)[C@@H]1N(CCC2=CC=CC=C12)C(=O)NC[C@H]1C[C@H](C1)NC(OC(C)(C)C)=O